N-prop-2-ynoxy-1-[1-[[4-[5-(trifluoromethyl)-1,2,4-oxadiazol-3-yl]phenyl]methyl]pyrazol-4-yl]methanimine C(C#C)ON=CC=1C=NN(C1)CC1=CC=C(C=C1)C1=NOC(=N1)C(F)(F)F